C(C)OC(C(OCC)(OCC)OCC)O[Si](O)(O)O tetraethoxyethyl-orthosilicic acid